(methylprolyl)-5,6-methylenedioxy-1H-indole CN1[C@@H](CCC1)C(=O)N1C=CC2=CC3=C(C=C12)OCO3